CC1=C(C#N)C=CC=C1[C@@H](C)NC1=NN=C(C=2C=C3C(=CC12)N(C(N3C)=O)C)C 2-methyl-3-[(1R)-1-[(1,3,8-trimethyl-2-oxo-imidazo[4,5-g]phthalazin-5-yl)amino]ethyl]benzonitrile